Ammonium Dilauryl Sulfosuccinate S(=O)(=O)(O)C(C(=O)OCCCCCCCCCCCC)CC(=O)OCCCCCCCCCCCC.[NH4+]